(4,4-difluoropiperidin-1-yl)(1-(5-(4-methyl-1H-1,2,3-triazol-5-yl)pyridin-3-yl)-1H-pyrrolo[2,3-b]pyridin-5-yl)methanone FC1(CCN(CC1)C(=O)C=1C=C2C(=NC1)N(C=C2)C=2C=NC=C(C2)C2=C(N=NN2)C)F